ketomercaptan O(S)S